1-(4-((2-(((1,1,1,3,3,3-Hexafluoropropan-2-yl)oxy)carbonyl)-2,8-diazaspiro[4.5]decan-8-yl)methyl)-2-(trifluoromethyl)phenyl)piperidine-4-carboxylic acid FC(C(C(F)(F)F)OC(=O)N1CC2(CC1)CCN(CC2)CC2=CC(=C(C=C2)N2CCC(CC2)C(=O)O)C(F)(F)F)(F)F